F[B-](F)(F)F.CC1=CC=C(C=C1)[I+]C1=CC=C(C=C1)C di(4-METHYLPHENYL)iodonium tetrafluoroborate